{4-[(2S)-5-(carbamoylamino)-2-[(2S)-2-[6-(2,5-dioxo-2,5-dihydro-1H-pyrrol-1-yl)hexanamido]-3-methylbutanamido]pentanamido]phenyl}methyl 4-nitrophenyl carbonate hydrate O.C(OCC1=CC=C(C=C1)NC([C@H](CCCNC(N)=O)NC([C@H](C(C)C)NC(CCCCCN1C(C=CC1=O)=O)=O)=O)=O)(OC1=CC=C(C=C1)[N+](=O)[O-])=O